[Ge].O=S.[Sn] tin oxysulfide germanium